C(C)(C)(C)OC(=O)N1C[C@H](CC1)N1N=C(C(=C1N)C(N)=O)C#CC1=CC(=CC(=C1)C(NC)=O)OC (S)-3-(5-amino-4-carbamoyl-3-((3-methoxy-5-(methylcarbamoyl)phenyl)ethynyl)-1H-pyrazol-1-yl)pyrrolidine-1-carboxylic acid tert-butyl ester